1-(2,6-dichlorophenyl)-N-methylmethanamine ClC1=C(C(=CC=C1)Cl)CNC